lithium 1,3,2-dioxathiolane 2,2-dioxide O1S(OCC1)(=O)=O.[Li]